C(=O)O.FC=1C=C(C=CC1N1CCC(CC1)N1CCC(CC1)COC1=CC(=C2C(NC(=NC2=C1)COC1CCOCC1)=O)F)NC1C(NC(CC1)=O)=O 3-((3-fluoro-4-(4-(((5-fluoro-4-oxo-2-(((tetrahydro-2H-pyran-4-yl)oxy)methyl)-3,4-dihydroquinazolin-7-yl)oxy)methyl)-[1,4'-bipiperidin]-1'-yl)phenyl)amino)piperidine-2,6-dione formate